FC=1C(=CC=C2C(=CN=C(C12)N)I)C=1C=NC(=CC1)C 8-fluoro-4-iodo-7-(6-methylpyridin-3-yl)isoquinolin-1-amine